tert-butyl (1R,4R)-5-((((9H-fluoren-9-yl)methoxy)carbonyl)-L-phenylalanylglycyl)-2,5-diazabicyclo-[2.2.2]octane-2-carboxylate C1=CC=CC=2C3=CC=CC=C3C(C12)COC(=O)N[C@@H](CC1=CC=CC=C1)C(=O)NCC(=O)N1[C@H]2CN([C@@H](C1)CC2)C(=O)OC(C)(C)C